BrC=1C=C(C=CC1)C=1N=NN(C1)COCC[Si](C)(C)C 4-(3-bromophenyl)-1-((2-(trimethylsilyl)ethoxy)methyl)-1H-1,2,3-triazole